C(CC(C)C)C(C(=O)O)C(C)C.CC(CC(=O)OCCC(C)C)C 3-methylbutyl 3-methylbutanoate (isoamyl isovalerate)